3-(2-(3,4-difluorophenoxy)pyridin-3-yl)-6-methyl-1-tosyl-1,6-dihydro-7H-pyrrolo[2,3-c]pyridin-7-one FC=1C=C(OC2=NC=CC=C2C2=CN(C=3C(N(C=CC32)C)=O)S(=O)(=O)C3=CC=C(C)C=C3)C=CC1F